C[N+](CCCCCCCCCCCCCCCC)(C)CCCS(=O)(=O)[O-] 3-(N,N-di-methyl-N-hexadecylammonio)propane-1-sulfonate